1-[3-cyclopropyl-5-[(2-fluoro-2-methylpropyl)sulfamoyl]-7,8,9,10-tetrahydrobenzo[h]isoquinolin-7-yl]-3-(2,5-dimethylpyrazol-3-yl)urea C1(CC1)C=1N=CC2=C3C(=CC(=C2C1)S(NCC(C)(C)F)(=O)=O)C(CCC3)NC(=O)NC=3N(N=C(C3)C)C